ClC=1C(=C2C(=NC1COC)CN(C2)C(CC2CN(C2)C2=NC=NC=C2)=O)C 1-[3-chloro-2-(methoxymethyl)-4-methyl-5,7-dihydropyrrolo[3,4-b]pyridin-6-yl]-2-(1-pyrimidin-4-ylazetidin-3-yl)ethanone